N1C=C(C=2C1=NC=CC2)C2=NN1C(C(NCC1)=O)=C2 2-(1H-Pyrrolo[2,3-b]pyridin-3-yl)-6,7-dihydropyrazolo[1,5-a]pyrazin-4(5H)-one